tert-butyl 6-[7-[4-fluoro-2-(2-methoxyethoxy)phenyl]-6-(5-prop-2-enoyl-6,7-dihydro-4H-pyrazolo[1,5-a]pyrazin-2-yl)thieno[3,2-c]pyridin-4-yl]-3,4-dihydro-1H-isoquinoline-2-carboxylate FC1=CC(=C(C=C1)C=1C2=C(C(=NC1C1=NN3C(CN(CC3)C(C=C)=O)=C1)C=1C=C3CCN(CC3=CC1)C(=O)OC(C)(C)C)C=CS2)OCCOC